(2-Chloro-7-(pyrrolidin-1-ylmethyl)thieno[3,2-d]pyrimidin-4-yl)-3-methylmorpholine ClC=1N=C(C2=C(N1)C(=CS2)CN2CCCC2)N2C(COCC2)C